1-[6-(2-hydroxyphenyl)pyridazin-4-yl]-N-methyl-4-(1-methylpyrazol-4-yl)-N-(piperidin-4-yl)piperidine-4-carboxamide OC1=C(C=CC=C1)C1=CC(=CN=N1)N1CCC(CC1)(C(=O)N(C1CCNCC1)C)C=1C=NN(C1)C